COCCOC1(CCC2(OCCO2)CC1)C(F)(F)F 8-(2-methoxyethoxy)-8-(trifluoromethyl)-1,4-dioxaspiro[4.5]decane